4-(4-((1R,5S)-3,8-diazabicyclo[3.2.1]octan-3-yl)-6-ethyl-8-fluoro-2-(((2R,7aS)-2-fluorotetrahydro-1H-pyrrolizin-7a(5H)-yl)methoxy)quinazolin-7-yl)-7-fluorobenzo[d]thiazol-2-amine [C@H]12CN(C[C@H](CC1)N2)C2=NC(=NC1=C(C(=C(C=C21)CC)C2=CC=C(C1=C2N=C(S1)N)F)F)OC[C@]12CCCN2C[C@@H](C1)F